BrC1=CC=C(C=C1)C#CSC([2H])(F)F ((4-bromophenyl)ethynyl)(difluoromethyl-d)sulfane